2-amino-6-(2,2-difluoroethoxy)pyridine-3-carboxylic acid NC1=NC(=CC=C1C(=O)O)OCC(F)F